COC1=C(C=C2C=CC=NC2=C1)C1=CN=C(O1)[C@H](CCCCCC(CC)=O)NC(=O)[C@H]1CC12CCN(CC2)C (S)-N-((S)-1-(5-(7-Methoxychinolin-6-yl)oxazol-2-yl)-7-oxononyl)-6-methyl-6-azaspiro[2.5]octan-1-carboxamid